C(C)C=1C=NN2C1N=C(C=C2NCC=2C=CC(=NC2)O)N2CCCCC2 5-[[[3-ethyl-5-(1-piperidyl)pyrazolo[1,5-a]pyrimidin-7-yl]amino]methyl]pyridin-2-ol